3-chloro-N-(3-chlorobenzyl)quinoxaline-2-amine ClC=1C(=NC2=CC=CC=C2N1)NCC1=CC(=CC=C1)Cl